ethyl 4-cyclopropyloxy-6-fluoropyridine-3-carboxylate C1(CC1)OC1=C(C=NC(=C1)F)C(=O)OCC